6-(3-(2-carboxyethyl)phenyl)purine C(=O)(O)CCC=1C=C(C=CC1)C1=C2NC=NC2=NC=N1